1-benzyl-2-(4-chlorophenyl)-4-phenyl-1H-imidazole C(C1=CC=CC=C1)N1C(=NC(=C1)C1=CC=CC=C1)C1=CC=C(C=C1)Cl